3-(4-Formylanilino)-5-(methylamino)-6-(3-methylimidazo[4,5-c]pyridin-7-yl)pyrazine-2-carboxamide hydrochloride Cl.C(=O)C1=CC=C(NC=2C(=NC(=C(N2)NC)C=2C3=C(C=NC2)N(C=N3)C)C(=O)N)C=C1